CC1=CC(=NC=C1OC1=CC(=C2C(=N1)N(C=N2)C)NC2=NC=C(C=C2)C(=O)N2[C@@H](COCC2)C)C#N 4-methyl-5-[3-methyl-7-[[5-[(3R)-3-methylmorpholine-4-carbonyl]pyridin-2-yl]amino]imidazo[4,5-b]pyridin-5-yl]oxypyridine-2-carbonitrile